(1R,5S,9s)-7-Methyl-3-oxa-7-azabicyclo[3.3.1]nonan-9-yl (8-amino-7-fluoro-6-(8-methyl-2,3-dihydro-1H-pyrido[2,3-b][1,4]oxazin-7-yl)isoquinolin-3-yl)carbamate NC=1C(=C(C=C2C=C(N=CC12)NC(OC1[C@H]2COC[C@@H]1CN(C2)C)=O)C2=C(C1=C(OCCN1)N=C2)C)F